C12C(CCCC1)CC(=O)OC(C2)=O 2-cyclohexanediacetic anhydride